4-[(1-methanesulfonylpiperidin-4-yl)amino]-1-(2,2,2-trifluoroethyl)-1H-indol CS(=O)(=O)N1CCC(CC1)NC1=C2C=CN(C2=CC=C1)CC(F)(F)F